methyl-1,4-diazepan CN1CCNCCC1